2-(2-bromophenyl)propionic acid 4-oxo-2-phenyl-4H-chromen-3-yl ester O=C1C(=C(OC2=CC=CC=C12)C1=CC=CC=C1)OC(C(C)C1=C(C=CC=C1)Br)=O